[Si](C)(C)(C(C)(C)C)OC[C@@H]1O[C@@]2(CCCO2)[C@@H]([C@H]([C@@H]1CC(=O)[O-])OCC=1C(OC2=CC=C(C(=C2C1)F)F)=NS(=O)(=O)C1=CC=C(C)C=C1)CC(=O)[O-] (5S,7R,8S,9S,10R)-7-(((tert-butyldimethylsilyl) oxy) methyl)-9-((5,6-difluoro-2-(tosylimino)-2H-chromen-3-yl) methoxy)-1,6-dioxaspiro[4.5]decan-8,10-diyldiacetate